N1(CCCCCC1)C=1N=C(C2=C(C=NNC2=O)N1)NC1=CC=C(C=C1)N1CCC(CC1)CCCO 2-(azepan-1-yl)-4-((4-(4-(3-hydroxypropyl)piperidin-1-yl)phenyl)amino)pyrimido[4,5-d]pyridazin-5(6H)-one